C1(CC1)C=1N=CC2=C3C(=CC(=C2C1)S(NCC(C)C)(=O)=O)[C@@H](C[C@H]3NC3=NN=CN3CC)NC(=O)C=3C=NC=CC3 |r| N-[trans-(7RS,9RS)-3-cyclopropyl-9-[(4-ethyl-1,2,4-triazol-3-yl)amino]-5-(2-methylpropylsulfamoyl)-8,9-dihydro-7H-cyclopenta[h]isoquinolin-7-yl]pyridine-3-carboxamide